CN1N=C(C(=C1)C1=C(C(=CC=C1)F)C=1N=C2N(C=CC(=C2)C(=O)OC)C1C)C methyl 2-(2-(1,3-dimethyl-1H-pyrazol-4-yl)-6-fluorophenyl)-3-methylimidazo[1,2-a]pyridine-7-carboxylate